CN(C)CC1=CC=C(N1)C(=O)N1C[C@@](CC1)(O)CCNC(=O)C=1C=NN(C1)CCO N-{2-[(R)-1-({5-[(dimethylamino)methyl]-2-pyrrolyl}carbonyl)-3-hydroxy-3-pyrrolidinyl]ethyl}-1-(2-hydroxyethyl)-4-pyrazolecarboxamide